4-methylpiperidinyldithiocarbamic acid selenium [Se].CC1CCN(CC1)NC(S)=S